COC=1C=C(C=CC1OC)NC(C1=CC=C(C=C1)NS(=O)(=O)C1=CC=C(C=C1)F)=O N-(3,4-dimethoxyphenyl)-4-((4-fluorophenyl)sulfonamido)benzamide